O[C@@H]1C[C@H](N(C1)C(C(C(C)C)C1=CC(=NO1)OCCCCCC(=O)OCC)=O)C(NCC1=CC=C(C=C1)C1=C(N=CS1)C)=O Ethyl 6-((5-(1-((2S,4R)-4-hydroxy-2-((4-(4-methylthiazol-5-yl)benzyl)carbamoyl)pyrrolidin-1-yl)-3-methyl-1-oxobutan-2-yl)isoxazol-3-yl)oxy)hexanoate